OC(C(=O)N1C(CC(C1)F)C(=O)NC(C1=CC=C(C=C1)C(C)C)C1=CC=CC=C1)CO 1-(2,3-dihydroxypropionyl)-4-fluoro-N-{phenyl-[4-(propan-2-yl)phenyl]methyl}pyrrolidine-2-carboxamide